(R)-1-(3,3-Difluoro-4-((4-methoxy-5-(2-methylbenzo[d]thiazol-6-yl)pyrrolo[2,1-f][1,2,4]triazin-2-yl)amino)piperidin-1-yl)ethan-1-one FC1(CN(CC[C@H]1NC1=NN2C(C(=N1)OC)=C(C=C2)C2=CC1=C(N=C(S1)C)C=C2)C(C)=O)F